2-[5-(methoxymethoxy)-2-(trifluoromethyl)phenyl]-4,4,5,5-tetramethyl-1,3,2-dioxaborolane COCOC=1C=CC(=C(C1)B1OC(C(O1)(C)C)(C)C)C(F)(F)F